C(C)(C)(C)C=1C=C(C=O)C=CN1 2-TERT-BUTYLISONICOTINALDEHYDE